1-[(3R)-3-[[(benzyloxy)carbonyl]amino]-5-fluoro-3,4-dihydro-2H-1-benzopyran-7-yl]-octahydropyrrolo[2,3-c]pyrrole-5-carboxylic acid tert-butyl ester C(C)(C)(C)OC(=O)N1CC2C(C1)CCN2C2=CC1=C(C[C@H](CO1)NC(=O)OCC1=CC=CC=C1)C(=C2)F